C(CCCCCCC\C=C/C\C=C/CCCCC)(=O)OCC(COC(CCCCCCCCCCCCCCC)=O)OC(NC1CN(C1)CCCF)=O 2-(((1-(3-fluoropropyl)azetidin-3-yl)carbamoyl)oxy)-3-(palmitoyloxy)propyl (9Z,12Z)-octadeca-9,12-dienoate